C1(CCC1)C(=O)C1C(C2=CC=C(C=C2C1=O)OC=1C=C2C(C(C(C2=CC1)=O)C(=O)C1CCC1)=O)=O 2-cyclobutanecarbonyl-5-[(2-cyclobutanecarbonyl-1,3-dioxo-2,3-dihydro-1H-inden-5-yl)oxy]-2,3-dihydro-1H-indene-1,3-dione